CC(C)C[C@@H](C(=O)N[C@@H](CO)C(=O)O)N The molecule is a dipeptide formed from L-leucine and L-serine residues. It has a role as a metabolite. It derives from a L-leucine and a L-serine.